2-((R)-3-((S)-2-hydroxy-3-(3-(N-methylsulfamoyl)phenoxy)propylamino)-1-oxa-8-azaspiro[4.5]dec-8-ylamino)pyrimidine-5-carboxylic acid methyl ester COC(=O)C=1C=NC(=NC1)NN1CCC2(C[C@H](CO2)NC[C@@H](COC2=CC(=CC=C2)S(NC)(=O)=O)O)CC1